CN(C1=CC(=C(S1)\C=C\1/C(=NOC1=O)C1=CC=CC=C1)C)C (E)-4-((5-(dimethylamino)-3-methylthiophen-2-yl)methylene)-3-phenylisoxazol-5(4H)-one